2-methyl-1-(5-(4-((5-methyl-1H-pyrazol-3-yl)amino)quinazolin-2-yl)-2,5-diazabicyclo[2.2.1]heptan-2-yl)propan-1-one CC(C(=O)N1C2CN(C(C1)C2)C2=NC1=CC=CC=C1C(=N2)NC2=NNC(=C2)C)C